[NH4+].N1=NN=CC=C1 triazine ammonium salt